1,3-bis(2-hydroxyl-2-propyl)benzene OC(C)(C)C1=CC(=CC=C1)C(C)(C)O